C12(CC3CC(CC(C1)C3)C2)NCCC2=CC=C(C(=O)NC3=CC(=CC=C3)N3C(NC(CC3)=O)=O)C=C2 4-(2-((adamantan-1-yl)amino)ethyl)-N-(3-(2,4-dioxotetrahydropyrimidin-1(2H)-yl)phenyl)benzamide